tert-Butyl ((3S,5S)-1-(2-amino-5-(4-cyanopyridin-3-yl)phenyl)-5-(hydroxymethyl) pyrrolidin-3-yl)carbamate NC1=C(C=C(C=C1)C=1C=NC=CC1C#N)N1C[C@H](C[C@H]1CO)NC(OC(C)(C)C)=O